4-[5-[(1S)-2-amino-1-hydroxyethyl]pyrimidin-2-yl]-3-[5-cyclopropyl-2-(2,2,2-trifluoroethyl)pyrazol-3-yl]oxybenzonitrile NC[C@@H](O)C=1C=NC(=NC1)C1=C(C=C(C#N)C=C1)OC=1N(N=C(C1)C1CC1)CC(F)(F)F